CC1(CN(C1)CC(=O)NC=1C=C(C(=NC1)C)C=1N2C(SC1C=1C=NN(C1)CCOC)=C(C=N2)C(=O)N)C (5-(2-(3,3-dimethylazetidin-1-yl)acetamido)-2-methylpyridin-3-yl)-2-(1-(2-methoxyethyl)-1H-pyrazol-4-yl)pyrazolo[5,1-b]thiazole-7-carboxamide